2-Chloro-4-(8-(4-(2-(4-(4-(2,6-dioxopiperidin-3-yl)phenyl)piperazin-1-yl)-7-azaspiro[3.5]nonane-7-carbonyl)-phenyl)-3-methyl-2,8-diazaspiro[4.5]decan-2-yl)benzonitrile ClC1=C(C#N)C=CC(=C1)N1CC2(CC1C)CCN(CC2)C2=CC=C(C=C2)C(=O)N2CCC1(CC(C1)N1CCN(CC1)C1=CC=C(C=C1)C1C(NC(CC1)=O)=O)CC2